ClC=1C=C(C=CC1C(F)(F)F)CCNCC1=C(N=C2SC=CN21)C2=CC=C(C=C2)Cl 2-(3-chloro-4-(trifluoromethyl)phenyl)-N-((6-(4-chlorophenyl)imidazo[2,1-b]thiazol-5-yl)methyl)ethan-1-amine